CC(=CCC/C(=C/CC/C(=C/CC/C(=C/CC/C(=C/CC/C(=C/CC/C(=C/CC1=C(C(=CC(=C1)C(=O)O)O)O)/C)/C)/C)/C)/C)/C)C The molecule is a dihydroxybenzoic acid where the hydroxy groups are at the 4- and 5-positions together with a heptaprenyl group at the 3-position. It is a conjugate acid of a 3,4-dihydroxy-5-all-trans-heptaprenylbenzoate.